2-p-fluorophenylethyl sulfide FC1=CC=C(C=C1)CCSCCC1=CC=C(C=C1)F